(E)-1-(2-Fluoro-6-hydroxyphenyl)-3-(4-fluorophenyl)prop-2-en-1-one FC1=C(C(=CC=C1)O)C(\C=C\C1=CC=C(C=C1)F)=O